CC1=CC2=CC=CC=C2N=C1 β-methylquinoline